N1(CCC1)C=1C=C(C=CC1)N1C(=C2C(N(N=CC2=C1C)C1=CC=C(C=C1)CCF)=O)C 6-(3-(Azetidin-1-yl)phenyl)-2-(4-(2-fluoroethyl)phenyl)-5,7-dimethyl-2,6-dihydro-1H-pyrrolo[3,4-d]pyridazin-1-one